4-amino-7-(1H-pyrazol-3-yl)pyrrolo[1,2-a]quinoxaline-2-carboxylic acid NC=1C=2N(C3=CC=C(C=C3N1)C1=NNC=C1)C=C(C2)C(=O)O